CC1=C(C(=CC=C1)C)OCC(=O)N[C@@H](CC2=CC=CC=C2)[C@H](C[C@H](CC3=CC=CC=C3)NC(=O)[C@H](C(C)C)N4CCCNC4=O)O.CC(C)C1=NC(=CS1)CN(C)C(=O)N[C@@H](C(C)C)C(=O)N[C@@H](CC2=CC=CC=C2)C[C@@H]([C@H](CC3=CC=CC=C3)NC(=O)OCC4=CN=CS4)O The molecule is a mixture containing lopinavir and ritonavir. It is a prescription medicine that is used with other antiretroviral medicines to treat Human Immunodeficiency Virus-1 (HIV-1) infection in adults and children 14 days of age and older. It has a role as an antiviral drug, a HIV protease inhibitor and an anticoronaviral agent. It contains a lopinavir and a ritonavir.